CC1=C(C=C(C=C1)C)C12C(OCC(N1)=O)CCCC2 4a-(2,5-dimethylphenyl)hexahydro-2H-benzo[b][1,4]oxazin-3(4H)-one